BrC=1S(C2=C(C1)C=CC=C2)Cl bromo-1-chlorobenzothiophene